C(C1=CC=CC=C1)N1CCC(CC1)CCNC(=O)N1[C@@H](CN(CC1)C1=NC=C(C=N1)C(=O)N(C)CC)C 2-[(3R)-4-{[2-(1-benzylpiperidin-4-yl)ethyl]carbamoyl}-3-methylpiperazin-1-yl]-N-ethyl-N-methylpyrimidine-5-carboxamide